C(CCCCCCCC)OOOCCCCCCCCC nonoxyether